ClC=1SC(=CN1)[C@@H]1NC(SC1)=NC (4R)-4-(2-chlorothiazol-5-yl)-N-methylthiazolidin-2-imine